2-(1-((5-Chloropyridin-2-yl)methyl)-5-oxopyrrolidin-3-yl)-5-(2-ethylphenoxy)benzamide ClC=1C=CC(=NC1)CN1CC(CC1=O)C1=C(C(=O)N)C=C(C=C1)OC1=C(C=CC=C1)CC